1-(2-bromophenyl)-N-[4-(2,4-dioxo-1,2,3,4-tetrahydronaphtho[1,2-b][1,4]diazepin-5-yl)phenyl]methanesulfonamide BrC1=C(C=CC=C1)CS(=O)(=O)NC1=CC=C(C=C1)N1C2=C(NC(CC1=O)=O)C1=CC=CC=C1C=C2